4-((20-amino-3,6,9,12,15,18-hexaoxaeicosyl)amino)-2-(2,6-dioxopiperidin-3-yl)isoindoline-1,3-dione NCCOCCOCCOCCOCCOCCOCCNC1=C2C(N(C(C2=CC=C1)=O)C1C(NC(CC1)=O)=O)=O